2-(5-(p-tolyl)-4H-1,2,4-triazol-3-yl)piperidin C1(=CC=C(C=C1)C=1NC(=NN1)C1NCCCC1)C